N-(5-(3,3-difluoroazetidin-1-yl)-[1,2,4]triazolo[1,5-c]pyrimidin-7-yl)-4-nitro-2-(6-azaspiro[2.5]oct-6-yl)benzamide FC1(CN(C1)C1=NC(=CC=2N1N=CN2)NC(C2=C(C=C(C=C2)[N+](=O)[O-])N2CCC1(CC1)CC2)=O)F